C[C@H]1N(CCC2=C1C1=C(N=NC(=C1)C1=C(C=CC=C1)O)N2)C2CC1(CNC1)C2 (R)-2-(5-methyl-6-(2-azaspiro[3.3]heptan-6-yl)-6,7,8,9-tetrahydro-5H-pyrido[3',4':4,5]pyrrolo[2,3-c]pyridazin-3-yl)phenol